C1(CC1)C1=NN(C=C1CN1C[C@@H]([C@@H](C1)OC)O)C1=NC(=NC=C1)NC=1C(=CC(=C(C1)NC(C=C)=O)N1CCOCC1)OC N-(5-(4-(3-cyclopropyl-4-(((3S,4R)-3-hydroxy-4-methoxypyrrolidin-1-yl)methyl)-1H-pyrazol-1-yl)pyrimidin-2-ylamino)-4-methoxy-2-morpholinophenyl)acrylamide